(4-(2-(azetidin-3-yloxy)ethyl)piperidin-1-yl)(3,4-dichloro-5-fluoro-1H-indol-2-yl)methanone N1CC(C1)OCCC1CCN(CC1)C(=O)C=1NC2=CC=C(C(=C2C1Cl)Cl)F